C(CCCCCCCCC)=O DECANAL